NC1C(CN(CC1)C1=C(C=NC2=CC=C(C=C12)C=1C(=C(C#N)C=CC1)OCCOC)C1=CC(=CC(=C1)F)F)O 3-{4-[4-amino-3-hydroxypiperidin-1-yl]-3-(3,5-difluorophenyl)quinolin-6-yl}-2-(2-methoxyethoxy)benzonitrile